FC1=C(C=CC(=C1)C(C)(C)O)[S@@](=O)(N)=NC(NC1=C2CCCC2=CC=2CCCC12)=O (R)-2-fluoro-N'-(1,2,3,5,6,7-hexahydro-s-indacen-4-ylcarbamoyl)-4-(2-hydroxypropan-2-yl)benzenesulfonimidamide